5-(Phenylamino)-3-(4-(trifluoromethyl)phenyl)pyridin-2(1H)-one C1(=CC=CC=C1)NC=1C=C(C(NC1)=O)C1=CC=C(C=C1)C(F)(F)F